COC1=C(C=CC=C1)C1=CN(C2=NC(=CC=C21)N=C(C2=CC=CC=C2)C2=CC=CC=C2)COCC[Si](C)(C)C N-[3-(2-methoxyphenyl)-1-[[2-(trimethylsilyl)ethoxy]methyl]pyrrolo[2,3-b]pyridin-6-yl]-1,1-diphenylmethanimine